1-(2-iodo-4-(trifluoromethyl)phenyl)selenourea IC1=C(C=CC(=C1)C(F)(F)F)NC(=[Se])N